2-METHYL-4-CYANOPHENYLBORONIC ACID CC1=C(C=CC(=C1)C#N)B(O)O